tert-butyl (4-((4-(tert-pentyl)phenyl)amino)cyclohexyl)carbamate C(C)(C)(CC)C1=CC=C(C=C1)NC1CCC(CC1)NC(OC(C)(C)C)=O